NC1CCN(CC1)[2H] 4-amino-piperidin-d